4-hydroxy-3-(trifluoromethyl)-1,4,5,6-tetrahydro-7H-indazol-7-one OC1C=2C(=NNC2C(CC1)=O)C(F)(F)F